O1CCN(CC1)C=1SC2=NC=CC=C2N1 morpholino-thiazolo[5,4-b]pyridine